CC1(C(CN(C1)C1=CC=C(C=C1)[N+](=O)[O-])CO)C (4,4-dimethyl-1-(4-nitrophenyl)pyrrolidin-3-yl)methanol